5-[4-amino-5-(trifluoromethyl)pyrrolo[2,1-f][1,2,4]triazin-7-yl]-3-fluoro-N-[(3R,4S)-4-fluoro-1-(1-fluorocyclopropanecarbonyl)pyrrolidin-3-yl]-2-methoxybenzamide NC1=NC=NN2C1=C(C=C2C=2C=C(C(=C(C(=O)N[C@@H]1CN(C[C@@H]1F)C(=O)C1(CC1)F)C2)OC)F)C(F)(F)F